S1C2=C(C=C1C(=O)NCC1(CCCCC1)C(=O)O)CCCCCC2 1-({4H,5H,6H,7H,8H,9H-Cycloocta[b]thiophen-2-ylformamido}methyl)cyclohexane-1-carboxylic acid